O[C@@H](COC1=CC(=NC(=C1)[C@@]1(COCC1)OC)C=1C=C(N2C=NC(=CC21)NC(=O)N)C)C 1-(5-(4-((R)-2-hydroxypropoxy)-6-((S)-3-methoxytetrahydrofuran-3-yl)pyridin-2-yl)-7-methylpyrrolo[1,2-c]pyrimidin-3-yl)urea